(3r,4r)-1-benzyl-N,4-dimethylpiperidin-3-amine dihydrochloride C[C@@H]1CCN(C[C@@H]1NC)CC2=CC=CC=C2.Cl.Cl